FC=1C=C(C=CC1F)C1=NC(=CC(=C1)C(C)(C)NC(OCC1=CC=CC=C1)=O)C(C(F)(F)F)(CNC(=O)C1=CC(=NN1C)N1N=CC=C1)O benzyl (2-(2-(3,4-difluorophenyl)-6-(1,1,1-trifluoro-2-hydroxy-3-(1'-methyl-1'H-[1,3'-bipyrazole]-5'-carboxamido)propan-2-yl)pyridin-4-yl)propan-2-yl)carbamate